4-(But-2-yn-1-yloxy)-6-(3,5-dimethylpiperidin-1-yl)-5-fluoropyrimidine C(C#CC)OC1=NC=NC(=C1F)N1CC(CC(C1)C)C